COCNS(=O)(=O)C=1C(=CC=CC1)C1=CC=CC=C1 N-(methoxymethyl)-[1,1'-biphenyl]-2-sulphonamide